C(C)(C)(C)OC(=O)NCC=1C=NN(C1)CC1=CC2=C(C(=NO2)NS(=O)(=O)C2=C(C=C(C(=O)OC)C=C2)OC)C(=C1)OC methyl 4-(N-(6-((4-(((tert-butoxy carbonyl) amino)methyl)-1H-pyrazol-1-yl)methyl)-4-methoxybenzo[d]isoxazol-3-yl)sulfamoyl)-3-methoxybenzoate